CON(C([C@H](CCC1=CC=CC=C1)NC(OC(C)(C)C)=O)=O)C tertbutyl (S)-(1-(methoxy(methyl)amino)-1-oxo-4-phenylbutan-2-yl)-carbamate